C1(CC1)C1=NC(=CC(=C1)C1=C(C=C(C#N)C=C1)C1=NN=CN1C)N1C(C2=CC(=CC(=C2C1)C(F)(F)F)C1(CCC1)O)=O 4-{2-cyclopropyl-6-[6-(1-hydroxycyclobutyl)-1-oxo-4-(trifluoromethyl)-3H-isoindol-2-yl]pyridin-4-yl}-3-(4-methyl-1,2,4-triazol-3-yl)benzonitrile